7-[(4S)-4-{4-[3,5-Bis(trifluoromethyl)phenoxy]phenyl}-5-(2,2-difluoropropyl)-6-oxo-2,4,5,6-tetrahydropyrrolo[3,4-c]pyrazol-3-yl]-1,3-benzoxazol-2(3H)-on FC(C=1C=C(OC2=CC=C(C=C2)[C@@H]2N(C(C3=NNC(=C32)C3=CC=CC=2NC(OC23)=O)=O)CC(C)(F)F)C=C(C1)C(F)(F)F)(F)F